2-Cyclopropyl-4,6-difluorobenzo[d]thiazole-5-carbaldehyde C1(CC1)C=1SC2=C(N1)C(=C(C(=C2)F)C=O)F